{2-Chloro-3-[(3-cyclopropyl-5-hydroxy-1-methyl-1H-pyrazol-4-yl)carbonyl]-6-(trifluoromethyl)phenyl}piperidin-2-on ClC1=C(C(=CC=C1C(=O)C=1C(=NN(C1O)C)C1CC1)C(F)(F)F)N1C(CCCC1)=O